3-chloro-5-((1-((5-(1-ethoxyvinyl)-1-(4-methoxybenzyl)-6-oxo-1,6-dihydropyridazin-3-yl)methyl)-6-oxo-4-(trifluoromethyl)-1,6-dihydropyrimidin-5-yl)oxy)benzonitrile ClC=1C=C(C#N)C=C(C1)OC1=C(N=CN(C1=O)CC1=NN(C(C(=C1)C(=C)OCC)=O)CC1=CC=C(C=C1)OC)C(F)(F)F